C(C)(C)N(P(OCCSSCCOC(C1=CC=CC=C1)(C1=CC=CC=C1)C1=CC=CC=C1)OCCC#N)C(C)C (2-((2-(trityloxy)ethyl)disulfaneyl)ethyl) (2-cyanoethyl) diisopropylphosphoramidite